ClC1=CC(=C(C2=C1N(N=N2)C)C)[C@@H](CC(=O)O)C=2C=C1CCCC1=C(C2)CN2C[C@H](OC1=C([C@@H]2C)N=CC=C1)CC (3S)-3-(7-chloro-1,4-dimethyl-1H-benzotriazol-5-yl)-3-(7-{[(2R,5S)-2-ethyl-5-methyl-2,3-dihydropyrido[2,3-f][1,4]oxazepin-4(5H)-yl]methyl}-2,3-dihydro-1H-inden-5-yl)propanoic acid